C(N)(=O)C=1C=CC2=C(N=C(C3=CC=NC=C23)N(CCN(C(OC(C)(C)C)=O)C)C)C1 tert-Butyl (2-((8-carbamoylbenzo[c][2,6]naphthyridin-5-yl)(methyl)amino)ethyl)(methyl)carbamate